(S)-5-fluoro-4-(5-fluoro-1-(trifluoromethyl)-2,3-dihydro-1H-benzo[d]pyrrolo[1,2-a]imidazol-7-yl)-N-(5-((7-methyl-2,7-diazaspiro[3.5]nonan-2-yl)methyl)pyridin-2-yl)pyrimidin-2-amine FC=1C(=NC(=NC1)NC1=NC=C(C=C1)CN1CC2(C1)CCN(CC2)C)C2=CC1=C(N=C3N1[C@@H](CC3)C(F)(F)F)C(=C2)F